(4R,11bS)-4-(2-((R)-(4-Fluorophenyl)(phenyl)silyl)phenyl)-4,5-dihydro-3H-dinaphtho[2,1-c:1',2'-e]phosphepine FC1=CC=C(C=C1)[Si@H](C1=C(C=CC=C1)P1CC2=C(C3=C(C1)C=CC1=CC=CC=C13)C=1C=CC=CC1C=C2)C2=CC=CC=C2